(2S)-1-(2-bromoacetyl)pyrrolidine-2-carbonitrile BrCC(=O)N1[C@@H](CCC1)C#N